3-(5-((((3S,4S)-8-(6-amino-5-((2-aminopyridin-4-yl)thio)pyrazin-2-yl)-3-methyl-2-Oxa-8-azaspiro[4.5]decane-4-yl)amino)methyl)-6-fluoro-1-oxoisoindoline-2-yl)piperidine NC1=C(N=CC(=N1)N1CCC2([C@@H]([C@@H](OC2)C)NCC=2C=C3CN(C(C3=CC2F)=O)C2CNCCC2)CC1)SC1=CC(=NC=C1)N